racemic-tert-butyl 3-(6,8-difluoro-7-(6-methyl-5-(trifluoromethyl)-1H-indazol-4-yl)-2-(methylthio)quinazolin-4-yl)-3,8-diazabicyclo[3.2.1]octane-8-carboxylate FC=1C=C2C(=NC(=NC2=C(C1C1=C2C=NNC2=CC(=C1C(F)(F)F)C)F)SC)N1CC2CCC(C1)N2C(=O)OC(C)(C)C